monoisostearyl-glycerin C(CCCCCCCCCCCCCCC(C)C)C(CO)(O)CO